C[C@@H](CNC(C)C1=CC=CC=C1)CC |r| (2RS,2'R)-2-methylbutyl-α-phenylethylamine